[Na+].CN(C(=S)CCCS(=O)(=S)[O-])C 3-(N,N-dimethylthiocarbamoyl)-thiopropanesulfonate sodium salt